ClC=1C(=CC(=C(N)C1)F)OC(F)F 5-chloro-4-(difluoromethoxy)-2-fluoroaniline